OC1=CC=C(C=C1)C(C)(C)C1=CC=C(C=C1)C(C)(C)C1=CC=C(C=C1)O 1,4-bis[2-(4-hydroxyphenyl)-2-propyl]-benzol